CN1C=C(C=CC1=O)C=1C(=NC=CC1)OC1=CC=C(C=C1)S(F)(F)(F)(F)F 1-Methyl-2'-(4-(pentafluoro-λ6-sulfaneyl)phenoxy)-[3,3'-bipyridin]-6(1H)-one